1-[4-(pyrazine-2-sulfonyl)-phenyl]-3-(1H-pyrazol-4-ylmethyl)-urea N1=C(C=NC=C1)S(=O)(=O)C1=CC=C(C=C1)NC(=O)NCC=1C=NNC1